C1(CC1)C=1C=CC=2N(C1)C=C(N2)CN(C(OC(C)(C)C)=O)C2=CC(=C(C=C2)S(=O)(=O)C)[N+](=O)[O-] tert-butyl ((6-cyclopropylimidazo[1,2-a]pyridin-2-yl)methyl)(4-(methylsulfonyl)-3-nitrophenyl)carbamate